OCCS(=O)(=O)N1CCC2=CC=C(C=C12)C(=O)OC methyl 1-((2-hydroxyethyl)sulfonyl)indoline-6-carboxylate